COC(C=C)=O.OCCOC1=CC=C(C(=O)C2=CC=CC=C2)C=C1 4-hydroxyethyl-oxybenzophenone methyl-acrylate